6-methyl-3-(1,3-thiazol-2-yl)pyridine-2-carboxylic acid CC1=CC=C(C(=N1)C(=O)O)C=1SC=CN1